C(C)(C)(C)OC(=O)N1C[C@H](OC2(CC2)C1)CO (5S)-5-(hydroxymethyl)-4-oxa-7-azaspiro[2.5]octane-7-carboxylic acid tert-butyl ester